2,5-dichloro-7-(3-fluoro-3-methylbutan-2-yl)pyrrolo[2,1-f][1,2,4]triazine ClC1=NN2C(C=N1)=C(C=C2C(C)C(C)(C)F)Cl